N-(2-{4-[(aminosulfonyl)amino]hexahydropyridin-1-yl}-5-fluorophenyl)-8-(furan-3-yl)imidazo[3,2-a]pyrazine-6-carboxamide NS(=O)(=O)NC1CCN(CC1)C1=C(C=C(C=C1)F)NC(=O)C=1N=C(C=2N(C1)C=CN2)C2=COC=C2